4-(benzofuranyloxy)cyclohexanone O1C(=CC2=C1C=CC=C2)OC2CCC(CC2)=O